BrC=1C=C(C(=O)Cl)C=CC1N1CCCC1 3-bromo-4-(pyrrolidin-1-yl)benzoyl chloride